4-(2,7-bis(4-(3,6-di-tert-butyl-9H-carbazol-9-yl)phenyl)-9H-carbazol-9-yl)benzonitrile C(C)(C)(C)C=1C=CC=2N(C3=CC=C(C=C3C2C1)C(C)(C)C)C1=CC=C(C=C1)C1=CC=2N(C3=CC(=CC=C3C2C=C1)C1=CC=C(C=C1)N1C2=CC=C(C=C2C=2C=C(C=CC12)C(C)(C)C)C(C)(C)C)C1=CC=C(C#N)C=C1